NCC1=NNC(C2=CC=C(C=C12)C=1C=NN(C1C1=CC=C(C=C1)OC1CC1)C)=O 4-(aminomethyl)-6-(5-(4-cyclopropoxyphenyl)-1-methyl-1H-pyrazol-4-yl)phthalazin-1(2H)-one